ClC=1C=C(C=CC1Cl)C=1N=C(SC1SC(C)C)N1N=C(C(=C1C(=O)O)C1=NC2=C(N1C)C=CC=C2)C 1-(4-(3,4-dichlorophenyl)-5-(isopropylsulfanyl)thiazol-2-yl)-3-methyl-4-(1-methyl-1H-benzo[d]imidazol-2-yl)-1H-pyrazole-5-carboxylic acid